ClC1=C(C(=CC=C1)Cl)C(C)N1N=CC(=C1)NC(=O)C1=NOC(=C1)C=1OC=CC1 N-(1-(1-(2,6-dichlorophenyl)ethyl)-1H-pyrazol-4-yl)-5-(furan-2-yl)isoxazole-3-carboxamide